1-(3-(isoindolin-4-ylamino)azetidin-1-yl)ethan C1NCC2=C(C=CC=C12)NC1CN(C1)CC